FC1(CC(C1)C1=NOC(=N1)C1(CCN(CC1)C(=O)[C@H]1N(CC2(CCC2)[C@@H](C1)O)C(=O)OC(C)(C)C)C(C)C)F tert-butyl (7S,9R)-7-(4-(3-(3,3-difluorocyclobutyl)-1,2,4-oxadiazol-5-yl)-4-isopropylpiperidine-1-carbonyl)-9-hydroxy-6-azaspiro[3.5]nonane-6-carboxylate